1,2-dihydroxybenzene-d6 ethyl-2-[benzyloxycarbonyl-[(E)-4-[1-bromo-3-[(1R,3R)-3-(tert-butoxycarbonylamino)cyclopentyl]-8-chloro-imidazo[1,5-a]pyrazin-5-yl]but-3-enyl]amino]acetate C(C)OC(CN(CC\C=C\C1=CN=C(C=2N1C(=NC2Br)[C@H]2C[C@@H](CC2)NC(=O)OC(C)(C)C)Cl)C(=O)OCC2=CC=CC=C2)=O.OC2(C(C(C(C=C2)([2H])[2H])([2H])[2H])(O)[2H])[2H]